pyrimidyl-biphenyl N1=C(N=CC=C1)C1=C(C=CC=C1)C1=CC=CC=C1